C(=S)(S)OC1CC(C1)C(=O)OC(C)(C)C tert-butyl (1s,3s)-3-(dithiocarboxyoxy)cyclobutane-1-carboxylate